4-((benzyloxy)amino)cyclohexanol C(C1=CC=CC=C1)ONC1CCC(CC1)O